N([C@@](C(C1=C(C(=C(C(=C1[2H])[2H])[2H])[2H])[2H])([2H])[2H])(C(=O)O)[2H])([2H])[2H] Phenylalanine-d10